1-(4'-((2-(1,1-difluoroethyl)-6-methylpyrimidin-4-yl)amino)-5-fluoro-[2,3'-bipyridyl]-6'-yl)-3-methylurea FC(C)(F)C1=NC(=CC(=N1)NC1=C(C=NC(=C1)NC(=O)NC)C1=NC=C(C=C1)F)C